(2S)-2-amino-6-({[(2-nitrobenzyl)oxy]carbonyl}Amino)hexanoic acid N[C@H](C(=O)O)CCCCNC(=O)OCC1=C(C=CC=C1)[N+](=O)[O-]